1-(1-(5,7-dichloro-8-fluoro-2-(methylsulfanyl)pyrido[4,3-d]pyrimidin-4-yl)piperidin-2-yl)ethan-1-one 2,6-dioxo-piperidine-1-carboxylate O=C1N(C(CCC1)=O)C(=O)O.ClC1=NC(=C(C=2N=C(N=C(C21)N2C(CCCC2)C(C)=O)SC)F)Cl